C(#C)C=1C=C(C(=O)NC2=CC(=NN2C)C2=CC=C(C=C2)NC(C2=CC=C(C=C2)C2(N=N2)C(F)(F)F)=O)C=CC1 3-Ethynyl-N-(1-methyl-3-(4-(4-(3-(trifluoromethyl)-3H-diazirin-3-yl)benzamido)phenyl)-1H-pyrazol-5-yl)benzamide